C1(CC1)CCN(C1=C2CN(C(C2=CC=C1)=O)C1C(NC(CC1)=O)=O)C1CCC(CC1)NCC1(CCC1)C(F)(F)F 3-{4-[(2-cyclopropylethyl)[(1s,4s)-4-({[1-(trifluoromethyl)cyclobutyl]methyl}amino)cyclohexyl]amino]-1-oxo-3H-isoindol-2-yl}piperidine-2,6-dione